ClC1=CC=C(C(=O)NC2=CC(C(C=C2)=CN2CCN(CC2)C)C(F)(F)F)C=C1 4-chloro-N-(4-((4-methylpiperazin-1-yl)methylene)-3-(trifluoromethyl)phenyl)benzamide